tert-butyl 9-[4-(2-{(1r,4r)-4-[(3,5-difluoro-4-hydroxybenzamido)methyl]cyclohexyl}-2H-indazol-6-yl)piperazin-1-yl]-3-azaspiro[5.5]undecane-3-carboxylate FC=1C=C(C(=O)NCC2CCC(CC2)N2N=C3C=C(C=CC3=C2)N2CCN(CC2)C2CCC3(CCN(CC3)C(=O)OC(C)(C)C)CC2)C=C(C1O)F